phosphorylcholine calcium salt tetrahydrate O.O.O.O.[Ca+2].P(=O)#C[N+](CCO)(C)C